FC1=CC=C(COC2CCN(CC2)C(=O)OC(C)(C)C)C=C1 tert-butyl 4-((4-fluorobenzyl)oxy)piperidine-1-carboxylate